ClCCC1(NCC(C1)(F)F)C(=O)OC methyl 2-(2-chloroethyl)-4,4-difluoro-pyrrolidine-2-carboxylate